(S)-ethyl 2-(2-((7-(5-(((tert-butylsulfinyl)imino)methyl)furan-3-yl)benzofuran-5-yl)methoxy)phenyl)acetate C(C)(C)(C)[S@](=O)N=CC1=CC(=CO1)C1=CC(=CC=2C=COC21)COC2=C(C=CC=C2)CC(=O)OCC